B([O-])([O-])[O-].[NH2+]=N.[NH2+]=N.[NH2+]=N diazenium borate